2-(2-fluoro-6-((2,4-dichlorophenyl)sulfonyl)phenyl)-1,3-dioxolane FC1=C(C(=CC=C1)S(=O)(=O)C1=C(C=C(C=C1)Cl)Cl)C1OCCO1